C(=C)C1=CC=C(C=C1)[Si](O[Si](OCC)(OCC)CC)(C1=CC=CC=C1)C1=CC=CC=C1 1-(p-vinylphenyl)-1,1-diphenyl-3-ethyl-3,3-diethoxydisiloxane